pyrazolo[1,5-a]pyrimidine-3-carboxylic acid tert-butyl ester C(C)(C)(C)OC(=O)C=1C=NN2C1N=CC=C2